4-chloro-5-[4-(4-chloro-benzyl)-piperazin-1-yl]-benzofuran-2-carboxylic acid ClC1=C(C=CC2=C1C=C(O2)C(=O)O)N2CCN(CC2)CC2=CC=C(C=C2)Cl